COC1=C(C(=CC=C1)OC)C1=CNC2=NC(=CC=C21)NC(=O)[C@H]2CC21CN(C1)C (1S)-N-[3-(2,6-dimethoxyphenyl)-1H-pyrrolo[2,3-b]pyridin-6-yl]-5-methyl-5-azaspiro[2.3]hexane-1-carboxamide